phenyl-cinnamic acid C1(=CC=CC=C1)C(C(=O)O)=CC1=CC=CC=C1